6-methoxy-1-methyl-3-nitroquinoline COC=1C=C2C=C(CN(C2=CC1)C)[N+](=O)[O-]